9,9'-((4-(2-(4,6-diphenyl-1,3,5-triazin-2-yl)phenyl)-6-(3,6-diphenyl-9H-carbazol-9-yl)pyridine-2,3-diyl)bis(4,1-phenylene))bis(3,6-dimethyl-9H-carbazole) C1(=CC=CC=C1)C1=NC(=NC(=N1)C1=CC=CC=C1)C1=C(C=CC=C1)C1=C(C(=NC(=C1)N1C2=CC=C(C=C2C=2C=C(C=CC12)C1=CC=CC=C1)C1=CC=CC=C1)C1=CC=C(C=C1)N1C2=CC=C(C=C2C=2C=C(C=CC12)C)C)C1=CC=C(C=C1)N1C2=CC=C(C=C2C=2C=C(C=CC12)C)C